(4-((7,9-difluoro-3-methyl-5H-pyrido[3,2-b]indol-5-yl)methyl)benzyl)phosphonic acid FC=1C=C(C=2C3=C(N(C2C1)CC1=CC=C(CP(O)(O)=O)C=C1)C=C(C=N3)C)F